3-Propan-2-yl-5-(2-propan-2-ylphenoxy)phenol CC(C)C=1C=C(C=C(C1)OC1=C(C=CC=C1)C(C)C)O